S(=O)(=O)(O)OS(=O)(=O)O.N(=NC(C(=N)N)(C)C)C(C(=N)N)(C)C 2,2'-azobis(2-methylpropionamidine) disulfate salt